NC=1C2=C(N=CN1)N(C=C2)[C@H]2[C@@]([C@@H]([C@](O2)(CO)F)O)(F)Cl (2S,3R,4S,5R)-5-(4-amino-7H-pyrrolo[2,3-d]pyrimidin-7-yl)-4-chloro-2,4-difluoro-2-(hydroxymethyl)tetrahydrofuran-3-ol